5-hydroxy-L-lysine OC(CC[C@H](N)C(=O)O)CN